C(C)N(C1[NH+](CCCN1C)C)CC 2-diethylamino-1,3-dimethyl-1,4,5,6-tetrahydropyrimidinium